C(C)S(=N)C1=CC=CC=C1 ethyl-phenyl-sulfimide